1-[5-(4-formylpiperidine-1-carbonyl)-4-(isopropylamino)-2-pyridinyl]Pyrrolo[2,3-b]Pyridine-5-Carbonitrile C(=O)C1CCN(CC1)C(=O)C=1C(=CC(=NC1)N1C=CC=2C1=NC=C(C2)C#N)NC(C)C